N(=C=O)CCCC(C(C)CN=C=O)CC(CC)CN=C=O 3-(3-isocyanatopropyl)-2,5-bis(isocyanatomethyl)heptane